N-((7-(2,2-dicyano-1-methoxyvinyl)-2-oxo-2,3-dihydro-1H-benzo[d]imidazol-4-yl)methyl)-5-fluoro-2-methoxybenzamide C(#N)C(=C(OC)C1=CC=C(C2=C1NC(N2)=O)CNC(C2=C(C=CC(=C2)F)OC)=O)C#N